1-(methylamino)hexane CNCCCCCC